N-(4-methoxy-2-(4-((R)-2-methylmorpholino)piperidine-1-yl)-5-((6-((R)-3-(2,3,6-trifluorophenyl)isoxazolidine-2-yl)pyrimidine-4-yl)amino)phenyl)acrylamide COC1=CC(=C(C=C1NC1=NC=NC(=C1)N1OCC[C@@H]1C1=C(C(=CC=C1F)F)F)NC(C=C)=O)N1CCC(CC1)N1C[C@H](OCC1)C